5-Hydroxy-tetracosanoic acid OC(CCCC(=O)O)CCCCCCCCCCCCCCCCCCC